C1=C(C=CC2=CC=CC=C12)C=CC(C)C1=NC=CC=C1 2-(4-(naphthalen-2-yl)but-3-en-2-yl)pyridine